N=1C=NN2C1C=C(C=C2)OC2=C(C=C(C=C2)NC2=NC=NN1C2=C(C=C1)[C@@H]1CN(CC1)C(\C=C\CN(C)C)=O)C (R,E)-1-(3-(4-((4-([1,2,4]triazolo[1,5-a]pyridin-7-yloxy)-3-methylphenyl)amino)pyrrolo[2,1-f][1,2,4]triazin-5-yl)pyrrolidin-1-yl)-4-(dimethylamino)but-2-en-1-one